ammonium 1,5-naphthalenedisulfonate C1(=CC=CC=2C(=CC=CC12)S(=O)(=O)[O-])S(=O)(=O)[O-].[NH4+].[NH4+]